FC(C1=CN=NN=N1)(F)F 6-(trifluoromethyl)-1,2,4-triazazine